N1(N=CC=C1)C(C(=O)C1=CC=C(C=C1)C)=C (1H-pyrazol-1-yl)-1-(4-methylphenyl)prop-2-en-1-one